C(C1=CC=CC=C1)OC1=CC(=C(C=C1)B(O)O)C 4-BENZYLOXY-2-METHYLPHENYLBORONIC ACID